C(C)C(CC)N1N=CC=2N=C(N=C(C21)N[C@H](C)C=2C=NC1=CC=CC=C1C2)N2CCNCC2 4-[1-(1-Ethyl-propyl)-7-((R)-1-Chinolin-3-yl-ethylamino)-1H-pyrazolo[4,3-d]pyrimidin-5-yl]-piperazin